ClC1=C(C=C(OCN2CCOCC2)C=C1C=1SC(=CN1)C)C(=O)OC ((4-Chloro-3-(methoxycarbonyl)-5-(5-methylthiazol-2-yl)phenoxy)methyl)morpholine